C(C)(C)(C)C=1N=CN(C1)[C@H]1C[C@H](CC1)C1=CC(=NN1)NC=1C=CC2=C(CNS2(=O)=O)C1F cis-5-((5-(3-(4-(tert-butyl)-1H-imidazol-1-yl)cyclopentyl)-1H-pyrazol-3-yl)amino)-4-fluoro-2,3-dihydrobenzo[d]isothiazole 1,1-dioxide